NC=1C=2N(C3=CC(=CC=C3N1)C(=O)N(CC1=NC=C(C=C1)C(F)(F)F)C1CC1)C(=NC2C)C 4-amino-N-cyclopropyl-1,3-dimethyl-N-((5-(trifluoromethyl)pyridin-2-yl)methyl)imidazo[1,5-a]quinoxaline-8-formamide